N1(N=CN=C1)CCNC1=CC=C(C=C1C1=CC=CC=C1)NC(C1=CC=CC=C1)=O N-(6-((2-(1H-1,2,4-triazol-1-yl)ethyl)amino)-[1,1'-biphenyl]-3-yl)benzamide